CN1[C@@H](CCC1=O)C(=O)O (S)-1-methyl-5-oxopyrrolidine-2-carboxylic acid